N-(1-ethyl-6,6-dimethyl-1,4,5,6-tetrahydropyrrolo[3,4-c]pyrazol-3-yl)-4-nitrobenzamide C(C)N1N=C(C2=C1C(NC2)(C)C)NC(C2=CC=C(C=C2)[N+](=O)[O-])=O